NCCS(=O)(=O)O[C@@](C[N+](C)(C)C)(CC([O-])=O)C(C)=O Acetyl-L-carnitine taurinate